FC=1C=C(C=CC1OC)[C@H](CC(=O)OCC)N1C(C=2N(CC1)C=C(C2)\C=C\C(C)=O)=O Ethyl (S,E)-3-(3-fluoro-4-methoxy phenyl)-3-(1-oxo-7-(3-oxobut-1-en-1-yl)-3,4-dihydropyrrolo[1,2-a]pyrazin-2(1H)-yl)propanoate